FC(CC=1C=NN(C1)C1=C(C=C(C=C1)CC(=O)N)S(NCC1=C(C=C(C=C1)OC)OC)(=O)=O)F 4-[4-(2,2-difluoroethyl)-1H-pyrazol-1-yl]-3-[(2,4-dimethoxybenzyl)sulfamoyl]Phenyl-acetamide